NC1=NC(=CC=C1N1C(C=CC2=CC=CC=C12)=O)N (2,6-diaminopyridin-3-yl)quinolin-2(1H)-one